C(#N)C1CC(C1)(CC1=NN=CN1C)C=1C=C(C=CC1)NC(C1=NC(=CC(=C1)CN1C[C@H](C[C@H](C1)C)C)C1CC1)=O N-(3-((1r,3R)-3-cyano-1-((4-methyl-4H-1,2,4-triazol-3-yl)methyl)cyclobutyl)phenyl)-6-cyclopropyl-4-(((3S,5R)-3,5-dimethylpiperidin-1-yl)methyl)picolinamide